S(C)(=O)(=O)O.S(C)(=O)(=O)O.C(C=CC)(=O)N 2-butenamide dimesylate